O(C1=CC=CC=C1)C1=CC=C(C=C1)C1=CN(C=2N=CN=C(C21)N)C2CCC1(CO1)CC2 5-(4-phenoxyphenyl)-7-(1-oxaspiro[2.5]octan-6-yl)-7H-pyrrolo[2,3-d]pyrimidin-4-amine